N1=C(C=NC=C1)C1CN(CC1)C(=O)C=1C=C(C=NC1)C1=CC=NC=C1 5-[(3-pyrazin-2-ylpyrrolidin-1-yl)carbonyl]-3,4'-bipyridine